ClC=1C=C(OCC(=O)NC23CC(C2)C3)C=CC1Cl 3-[2-(3,4-dichlorophenoxy)acetamido]-bicyclo[1.1.1]pentan